(3S,4R)-4-((7-(1-ethylcyclobutyl)-5-methylpyrrolo[2,1-f][1,2,4]triazin-2-yl)amino)tetrahydro-2H-pyran-3-ol C(C)C1(CCC1)C1=CC(=C2C=NC(=NN21)N[C@H]2[C@@H](COCC2)O)C